ClC1=NC=CC(=N1)NC1=C(C=CC=C1)NS(=O)(=O)C1=CC=CC=C1 N-(2-((2-chloropyrimidin-4-yl)amino)phenyl)benzenesulfonamide